3-((2,6-dimethylbenzyl)oxy)-4-methoxybenzoic acid CC1=C(COC=2C=C(C(=O)O)C=CC2OC)C(=CC=C1)C